(S)-2-((1-(7-methyl-3-morpholinoquinoxalin-5-yl)ethyl)amino)benzoic acid CC1=CC(=C2N=C(C=NC2=C1)N1CCOCC1)[C@H](C)NC1=C(C(=O)O)C=CC=C1